tributylammonium tetrakis(4-fluorophenyl)borate FC1=CC=C(C=C1)[B-](C1=CC=C(C=C1)F)(C1=CC=C(C=C1)F)C1=CC=C(C=C1)F.C(CCC)[NH+](CCCC)CCCC